C12ON=CC2C1 2-oxa-3-azabicyclo[3.1.0]Hex-3-ene